[2-[2-(cyclopropylmethoxy)-6-(difluoromethyl)-3-pyridyl]-1,6-naphthyridin-7-yl]methanamine C1(CC1)COC1=NC(=CC=C1C1=NC2=CC(=NC=C2C=C1)CN)C(F)F